6-methyl-2-({5H,6H,7H,8H-pyrido[3,4-d]pyrimidin-2-yl}amino)-4H,5H,6H,7H,8H-pyrazolo[1,5-d][1,4]diazepin-7-one CN1C(CN2C(CC1)=CC(=N2)NC=2N=CC1=C(N2)CNCC1)=O